5-methyl-2-(pyridin-2-yl)thieno[2,3-d]pyrimidin-4(3H)-one CC1=CSC=2N=C(NC(C21)=O)C2=NC=CC=C2